5-(aminomethyl)-2-methyl-N-(1-(2-(4-(trifluoromethyl)-2H-1,2,3-triazol-2-yl)quinolin-4-yl)ethyl)benzamide NCC=1C=CC(=C(C(=O)NC(C)C2=CC(=NC3=CC=CC=C23)N2N=CC(=N2)C(F)(F)F)C1)C